methylisothiazolinone sodium sulfite S(=O)([O-])[O-].[Na+].CC1=NSCC1=O.[Na+]